2,3,6,7-tetrahydro-1H,5H-benzo[f]pyrido[3,2,1-ij]quinolin-9-ol C1CCN2C3=C(C=C4C(=C13)C=CC=C4O)CCC2